ClC=1C=C(C=CC1F)C=1C2=C(C(N(C1)C)=O)NC=C2 4-(3-Chloro-4-fluorophenyl)-6-methyl-1,6-dihydro-7H-pyrrolo[2,3-c]pyridin-7-one